1-[2-chloro-4-[[5-[2,3-difluoro-4-(fluoromethoxy)phenyl]-1-methyl-imidazole-2-carbonyl]amino]benzoyl]-N-[(3R)-pyrrolidin-3-yl]piperidine-4-carboxamide ClC1=C(C(=O)N2CCC(CC2)C(=O)N[C@H]2CNCC2)C=CC(=C1)NC(=O)C=1N(C(=CN1)C1=C(C(=C(C=C1)OCF)F)F)C